2-(benzylamino)-N-(3-chloro-2-fluorophenylmethyl)acetamide C(C1=CC=CC=C1)NCC(=O)NCC1=C(C(=CC=C1)Cl)F